tert-butyl 3-(1-((3-(2-azidoethoxy)-5,7-dimethyladamantan-1-yl)methyl)-5-methyl-1H-pyrazol-4-yl)-6-(4-(benzo[d]thiazol-2-ylcarbamoyl)-3,4-dihydro-2H-benzo[b][1,4]oxazin-6-yl)picolinate N(=[N+]=[N-])CCOC12CC3(CC(CC(C1)(C3)C)(C2)C)CN2N=CC(=C2C)C=2C(=NC(=CC2)C2=CC3=C(OCCN3C(NC=3SC1=C(N3)C=CC=C1)=O)C=C2)C(=O)OC(C)(C)C